C(C1=CC=CC=C1)N(C(O)=O)[C@H](C(NC1=CC=C2C=NN(C2=C1)C=1C=C(C=CC1)C)=O)CCO.ClC1=C(C(=CC=C1)Cl)CC(=O)NC1=CC(=NC=C1)N(C(C)=O)C1=CC(=C(C=C1)F)F N-{4-[2-(2,6-dichlorophenyl)acetylamino]pyridin-2-yl}-N-(3,4-difluorophenyl)acetamide (S)-Benzyl-(4-hydroxy-1-oxo-1-((1-(m-tolyl)-1H-indazol-6-yl)amino)butan-2-yl)carbamate